[N+](=O)([O-])C1=CC=C(C=C1)C(C#N)O[Si](C)(C)C 2-(4-nitrophenyl)-2-[(trimethylsilyl)oxy]acetonitrile